tert-butyl (3s)-3-methylpiperazine-1-carboxylate C[C@H]1CN(CCN1)C(=O)OC(C)(C)C